C(CCC)OC1=CC=C(C=C1)S(=O)(=O)C=1C=NC2=CC=C(C=C2C1N1CC2C(N(CCOC2)CC(C)C)CC1)SC 7-(3-((4-butoxyphenyl)sulfonyl)-6-(methylthio)quinolin-4-yl)-1-isobutyldecahydropyrido[4,3-e][1,4]oxazepine